FC1=C(C=CC=C1)C=1C=C(C=NC1)NC(=O)C1=NC(=NC=C1)NC1=CC(=CC=C1)OC(F)(F)F N-(5-(2-fluorophenyl)pyridin-3-yl)-2-((3-(trifluoromethoxy)phenyl)amino)pyrimidine-4-carboxamide